N[C@H](C(=O)NC(C(=O)OC)CC=1C(NC=CC1)=O)CC(C)C methyl 2-((S)-2-amino-4-methylpentanamido)-3-(2-oxo-1,2-dihydropyridin-3-yl)propanoate